C1(CCCCCCCO1)=O octanolactone